2-{[1-(methylsulfonyl)piperidin-4-yl]Amino}pyrido[2,3-d]Pyrimidine CS(=O)(=O)N1CCC(CC1)NC=1N=CC2=C(N1)N=CC=C2